benzo[d]imidazol-6-amine N1=CNC2=C1C=C(C=C2)N